benzylhydrazine dihydrochloride salt Cl.Cl.C(C1=CC=CC=C1)NN